CN(C(CNC(=O)N1CC(C2=NC(=CC=C21)C)(C)C)C2=C(C=CC=C2)F)C N-(2-(dimethylamino)-2-(2-fluorophenyl)ethyl)-3,3,5-trimethyl-2,3-dihydro-1H-pyrrolo[3,2-b]pyridine-1-carboxamide